3-{5-[(R)-(1,3-dimethyl-azetidin-3-yl)-hydroxy-(4-isopropyl-phenyl)-methyl]-pyridin-3-yl}-5-isopropyl-Oxazolidin-2-one CN1CC(C1)(C)[C@@](C=1C=C(C=NC1)N1C(OC(C1)C(C)C)=O)(C1=CC=C(C=C1)C(C)C)O